N1=CC=CC2=CC=CC(=C12)O chinolin-8-ol